(S)-1-(5-((4-cyclohexyl-3-methylpiperazin-1-yl)methyl)pyrazolo[1,5-a]pyridin-3-yl)dihydropyrimidine-2,4(1H,3H)-dione C1(CCCCC1)N1[C@H](CN(CC1)CC1=CC=2N(C=C1)N=CC2N2C(NC(CC2)=O)=O)C